C(C)(C)(C)OC(=O)C1=NC(=NC2=CC(=C(C=C12)Cl)C1CCN(CC1)C1(COCC1O[Si](C1=CC=CC=C1)(C1=CC=CC=C1)C(C)(C)C)C)N (tertbutyloxycarbonyl)-7-(1-(4-((tert-butyldiphenylsilyl)oxy)-3-methyltetrahydrofuran-3-yl)piperidin-4-yl)-6-chloroquinazolin-2-amine